5-(2-amino-[1,2,4]triazolo[1,5-a]pyridin-7-yl)-2-methoxynicotinic acid, lithium salt [Li+].NC1=NN2C(C=C(C=C2)C=2C=NC(=C(C(=O)[O-])C2)OC)=N1